8-(2-chloro-4-(2-(piperazin-1-yl)ethoxy)phenyl)-9-((5-methoxypyridin-2-yl)methyl)-6-(1-methylcyclopropoxy)-9H-purine ClC1=C(C=CC(=C1)OCCN1CCNCC1)C=1N(C2=NC=NC(=C2N1)OC1(CC1)C)CC1=NC=C(C=C1)OC